CC1=NC(=CC(=C1)[N+](=O)[O-])C 2,6-Dimethyl-4-nitropyridine